C(C)(C)NS(=O)(=O)C1=C(C=CC=C1)NC1=NC(=NC=C1C(F)(F)F)S(=O)(=O)C N-isopropyl-2-((2-(methylsulfonyl)-5-(trifluoromethyl)pyrimidin-4-yl)amino)benzenesulfonamide